5-chloro-2-(difluoromethyl)-N-((1r,4r)-4-((3-(1-methyl-1H-pyrrolo[2,3-b]pyridin-5-yl)-2-oxo-2,3-dihydro-1H-imidazo[4,5-b]pyridin-1-yl)methyl)cyclohexyl)nicotinamide ClC=1C=NC(=C(C(=O)NC2CCC(CC2)CN2C(N(C3=NC=CC=C32)C=3C=C2C(=NC3)N(C=C2)C)=O)C1)C(F)F